C(C)(C)(C)C1=CC2=C(OP(OC3=C2C=C(C=C3C(C)(C)C)C(C)(C)C)OCCN(CCOP3OC2=C(C4=C(O3)C(=CC(=C4)C(C)(C)C)C(C)(C)C)C=C(C=C2C(C)(C)C)C(C)(C)C)CCOP2OC4=C(C3=C(O2)C(=CC(=C3)C(C)(C)C)C(C)(C)C)C=C(C=C4C(C)(C)C)C(C)(C)C)C(=C1)C(C)(C)C tris(2-[(2,4,8,10-tetra-t-butyldibenzo[d,f][1,3,2]dioxaphosphepin-6-yl)oxy]ethyl)amine